NC=1C(=NC=C(N1)N1CCC2(CC1)[C@@H](C1=C(N=CS1)C2)N)SC=2C(=C1C(N(C=NC1=CC2)CC(C)OC)=O)Cl 6-((3-amino-5-((S)-6-amino-4,6-dihydrospiro[cyclopenta[d]thiazole-5,4'-piperidine]-1'-yl)pyrazin-2-yl)thio)-5-chloro-3-(2-methoxypropyl)quinazolin-4(3H)-one